CNC1=NC=C2N=CNC2=N1 (methylamino)-9H-purin